ClC1=NC2=CC(=CC=C2C(=C1)C1=C(C=C(C=C1)F)Cl)OC(C)C 2-chloro-4-(2-chloro-4-fluoro-phenyl)-7-isopropoxy-quinoline